2,2-bipyridine-5,5-dibenzoate N=1C(=CCC(C1)(C1=CC=CC=C1C(=O)[O-])C1=CC=CC=C1C(=O)[O-])C1=NC=CC=C1